C(CCCCCCCCCCCCCCCCC)C(C(=O)O)=CCCCCCCC octadecyl-decenoic acid